FC(C1=CC=C(CC2CC3(CN(C3)C(=O)C3CC(C3)(C)O)C2)C=C1)F (6-(4-(Difluoromethyl)benzyl)-2-azaspiro[3.3]heptan-2-yl)((1s,3s)-3-hydroxy-3-methylcyclobutyl)methanone